tert-butyl (4-(2-((5-chloro-1-(tetrahydro-2H-pyran-2-yl)-6-(4H-1,2,4-triazol-4-yl)-1H-indazol-4-yl)amino)ethoxy)butyl)(3,5-difluoro-4-(trifluoromethoxy)benzyl)carbamate ClC=1C(=C2C=NN(C2=CC1N1C=NN=C1)C1OCCCC1)NCCOCCCCN(C(OC(C)(C)C)=O)CC1=CC(=C(C(=C1)F)OC(F)(F)F)F